(S)-2-ethylpent-4-en-1-sulfonamide C(C)[C@H](CS(=O)(=O)N)CC=C